1,4-dimethoxy-naphthyl-2-ethylamine COC1=C(C=C(C2=CC=CC=C12)OC)NCC